O1C=COC(=C1)C#N [1,4]dioxine-5-carbonitrile